C(CCC)N(CCCC)P(N(CCCC)CCCC)N(CCCC)CCCC trisdibutylaminophosphine